Cl.FC(C1C(CNC1)C(=O)OC)(F)F methyl 4-(trifluoromethyl)pyrrolidine-3-carboxylate HCl salt